2-((4-cyano-2-methylphenyl)amino)-5-(trifluorometh-oxy)benzoic acid C(#N)C1=CC(=C(C=C1)NC1=C(C(=O)O)C=C(C=C1)OC(F)(F)F)C